1-(tert-butyl)-4-(3-iodophenoxy)-1H-pyrazole-5-carboxylic acid C(C)(C)(C)N1N=CC(=C1C(=O)O)OC1=CC(=CC=C1)I